styryl-azolium C(=CC1=CC=CC=C1)[NH+]1C=CC=C1